N-[3-[2-(difluoromethoxy)-5-[3-[methyl-(1-methylazetidin-3-yl)carbamoyl]phenoxy]phenyl]-1-methyl-pyrazol-4-yl]pyrazolo[1,5-a]pyrimidine-3-carboxamide FC(OC1=C(C=C(C=C1)OC1=CC(=CC=C1)C(N(C1CN(C1)C)C)=O)C1=NN(C=C1NC(=O)C=1C=NN2C1N=CC=C2)C)F